Tert-butyl (2-methyl-1-oxo-1-(2-(p-tolyl)pyrrolidin-1-yl)prop-2-yl)carbamate CC(C(N1C(CCC1)C1=CC=C(C=C1)C)=O)(C)NC(OC(C)(C)C)=O